N[C@@H]1C(CN(CC1)C(=O)C12CC3(CC(C(C(C1)C3)(CC)Cl)C2)C2=CC=CC=C2)(C)C ((S)-4-amino-3,3-dimethylpiperidin-1-yl)(6-chloro-6-ethyl-3-phenyladamantan-1-yl)methanone